C(=O)([O-])CN(CC(=O)[O-])C(C(=O)[O-])CCC(=O)[O-] [bis(carboxylatomethyl)amino]pentanedioate